OC1C=CC(=O)O1 4-Hydroxybutenolide